C(C=C)(=O)NCCC(=O)NCCC=1C=C(C=C(C1)OC)NC=1C(=NC(=C(N1)NC1CCOCC1)CC)C(=O)N 3-((3-(2-(3-Acrylamidopropanamido)ethyl)-5-methoxyphenyl)amino)-6-ethyl-5-((tetrahydro-2H-pyran-4-yl)amino)pyrazine-2-carboxamide